FC1=C2C(C=C(NC2=CC(=C1C#CC1COC1)F)C=1C=C(C#N)C=CC1S(=O)(=O)CC)=O 3-(5,7-Difluoro-6-(oxetan-3-ylethynyl)-4-oxo-1,4-dihydroquinolin-2-yl)-4-(ethylsulfonyl)benzonitrile